C(#N)C1=C(C(=CC=C1)C(C)C)NC1=C(C(=O)O)C=C(C(=N1)C1=C(C=CC=C1OC)F)F 2-((2-cyano-6-isopropylphenyl)amino)-5-fluoro-6-(2-fluoro-6-methoxyphenyl)nicotinic acid